CN1CCN(CC1)C1=CC=C(C=N1)NC(=O)C=1C=C2C(=NC1)NC=C2C=2C=C1C(=NC=NC1=CC2)N2CCN(CC2)C N-(6-(4-methylpiperazin-1-yl)pyridin-3-yl)-3-(4-(4-methylpiperazin-1-yl)quinazolin-6-yl)-1H-pyrrolo[2,3-b]pyridine-5-carboxamide